4-chloro-3-butenenitrile ClC=CCC#N